NCCCN1C(CCCCC1)=O N-(3-aminopropyl)-e-caprolactam